BrC=1C=C2C3=C(NC2=CC1)C1=C(NC(C3)=O)C=CC=N1 9-Bromo-7,12-dihydro-pyrido[3',2':2,3]azepino[4,5-b]indol-6(5H)-one